C(C)(C)(C)C1N(C[C@@H]([C@H]1OC)COC=1C=NN(C1)C)C(=O)OC1(CCC1)C#C[Si](C)(C)C 1-((trimethylsilyl)ethynyl)cyclobutan-1-ol (3R,4R)-tert-butyl-3-methoxy-4-(((1-methyl-1H-pyrazol-4-yl)oxy)methyl)pyrrolidine-1-carboxylate